(R,E)-10-methyl-3-(2-(prop-1-en-1-yl)pyridin-4-yl)-9,10,11,12-tetrahydro-8H-[1,4]diazepino[5',6':4,5]thieno[3,2-f]quinolin-8-one C[C@H]1NC(C2=C(C=3C=4C=CC(=NC4C=CC3S2)C2=CC(=NC=C2)\C=C\C)NC1)=O